ClC1=CC=C(C=C1)C1=C2C(=NC(=C1CC)CC)CC=1C=CC=CC12 4-(4-chlorophenyl)-2,3-diethyl-9H-indeno[2,1-b]pyridine